(pyridazine-3,6-diylbis(2,1-phenylene))diboronic acid N1=NC(=CC=C1C1=C(C=CC=C1)B(O)O)C1=C(C=CC=C1)B(O)O